C(C)(=O)C1=NN(C2=C(C=C(C=C12)C=1C=NC(=NC1)C)C)CC(=O)N1[C@@H](C[C@@](C1)(CF)F)C(=O)NC1=NC(=CC=C1C)Br (2S,4R)-1-(2-(3-acetyl-7-methyl-5-(2-methylpyrimidin-5-yl)-1H-indazol-1-yl)acetyl)-N-(6-bromo-3-methylpyridin-2-yl)-4-fluoro-4-(fluoromethyl)-pyrrolidine-2-carboxamide